C(C)(=O)N1CCN(CC1)C1=NC2=C(C=C(C=C2C(N1C)=O)C)[C@@H](C)NC=1C(=NC(=CC1)Cl)C(=O)O (R)-3-((1-(2-(4-Acetylpiperazin-1-yl)-3,6-dimethyl-4-oxo-3,4-dihydroquinazolin-8-yl)ethyl)amino)-6-chloropicolinic acid